OC1=C(C=C(C(C(=O)O)O)C=C1)OCCCC 4-hydroxy-3-butoxymandelic acid